8-(4,4-dimethylcyclohexen-1-yl)-2,3-dimethyl-6-[(2S)-2-(2-methyl-4-pyridyl)morpholin-4-yl]pyrido[3,4-d]pyrimidin-4-one CC1(CC=C(CC1)C1=NC(=CC2=C1N=C(N(C2=O)C)C)N2C[C@@H](OCC2)C2=CC(=NC=C2)C)C